FC1=CC=C(C=C1)CCC1=CC=C(C=C1)F 1,2-bis(4-fluorophenyl)ethane